C1=NC=CC2=C(C=CC=C12)CN1CCC2(CC1)COC1=C3CN(C(C3=CC=C12)=O)C1C(NC(CC1)=O)=O 3-(1'-(isoquinolin-5-ylmethyl)-6-oxo-6,8-dihydro-2H,7H-spiro[furo[2,3-e]isoindole-3,4'-piperidin]-7-yl)piperidine-2,6-dione